(3R,4S)-N-(3-(6-(4-(2-(3,9-diazaspiro[5.5]undec-3-yl)ethyl)phenyl)-7H-pyrrolo[2,3-d]pyrimidin-4-yl)-6-fluoro-2-methylphenyl)-3-hydroxy-4-isobutylpyrrolidine-1-carboxamide C1CN(CCC12CCNCC2)CCC2=CC=C(C=C2)C2=CC1=C(N=CN=C1C=1C(=C(C(=CC1)F)NC(=O)N1C[C@@H]([C@H](C1)CC(C)C)O)C)N2